1,1,2-butantriol C(C(CC)O)(O)O